N1(C=NC=C1)C1=NC=C(C(=O)O)C=C1 6-(1H-imidazol-1-yl)nicotinic acid